Br.BrC=1CSC2=CC(=CC=C2C1C=1C=NC(=NC1)OC1CN(CC1)CCCF)OC(C(C)(C)C)=O 2,2-dimethylpropionic acid 3-bromo-4-(2-{[1-(3-fluoropropyl)Pyrrolidin-3-yl]Oxy} pyrimidin-5-yl)-2H-thiochromen-7-yl ester hydrobromide